N-(azetidin-3-yl)-4-[2-chloro-4-[[5-(1-(cyanomethyl)-3-(trifluoromethyl)pyrazol-4-yl)-1-methylimidazole-2-carbonyl]amino]benzoyl]piperazine-1-carboxamide N1CC(C1)NC(=O)N1CCN(CC1)C(C1=C(C=C(C=C1)NC(=O)C=1N(C(=CN1)C=1C(=NN(C1)CC#N)C(F)(F)F)C)Cl)=O